(4-Hydroxyphenylethyl)-1H-indazole hydrochloride Cl.OC1=CC=C(C=C1)CCN1N=CC2=CC=CC=C12